triamino-1,3,5-triazine NC1=NC(=NC(=N1)N)N